oxetane-2-ylmethane O1C(CC1)C